1-(1-Methyl-1H-indol-7-yl)dihydropyrimidine-2,4(1H,3H)-dione Sodium ethoxide [O-]CC.[Na+].CN1C=CC2=CC=CC(=C12)N1C(NC(CC1)=O)=O